(2S)-N-(4-Chlorobenzyl)-N-((1R*,3R*)-3-cyanocyclopentyl)-1-((R)-N,4-dimethylphenylsulfonimidoyl)pyrrolidine-2-carboxamide ClC1=CC=C(CN(C(=O)[C@H]2N(CCC2)[S@](=O)(=NC)C2=CC=C(C=C2)C)[C@H]2C[C@@H](CC2)C#N)C=C1 |o1:25,27|